O[C@H]1[C@](C=C2C([C@](C3(C(=C12)C)CC3)(C)O)=O)(C)CN(C(OC(C)(C)C)=O)O tert-butyl (((2'S,3'R,6'R)-3',6'-dihydroxy-2',4',6'-trimethyl-7'-oxo-2',3',6',7'-tetrahydrospiro[cyclopropane-1,5'-inden]-2'-yl)methyl)(hydroxy)carbamate